(2-(3,4-dimethoxyphenyl)-3-ethyl-1H-indol-5-yl)methanol COC=1C=C(C=CC1OC)C=1NC2=CC=C(C=C2C1CC)CO